tert-butyl 3-iodo-1-methyl-1,4,5,6,7,8-hexahydro-4,7-epiminocyclohepta[c]pyrazole-9-carboxylate IC=1C2=C(N(N1)C)CC1CCC2N1C(=O)OC(C)(C)C